FC(C(=O)O)(F)F.NC1=NC=CC2=C1N=C(S2)C=2C=C(C=CC2)C#C[C@]2(C(N(CC2)C)=O)O (R)-3-((3-(4-aminothiazolo[4,5-c]pyridin-2-yl)phenyl)ethynyl)-3-hydroxy-1-methylpyrrolidin-2-one trifluoroacetate